N[C@@H](C)C=1C=C(C=C2C(N(C(=NC12)C1CCOCC1)C)=O)C 8-[(1S)-1-aminoethyl]-3,6-dimethyl-2-tetrahydropyran-4-yl-quinazolin-4-one